C1CCCCCCCC1=O cyclononane-9-one